C(=CC=CCC)C(=O)[O-] hexadiene-1-carboxylate